C=1CON=C2C=CC=3N=C4C=CC=CC4=NC3C21 oxazinophenazine